(R,Z)-1-((5-bromo-[1,1'-biphenyl]-2-yl)sulfonyl)-4-fluoro-N-(4-(methylsulfonyl)but-3-en-2-yl)piperidine-4-carboxamide BrC=1C=CC(=C(C1)C1=CC=CC=C1)S(=O)(=O)N1CCC(CC1)(C(=O)N[C@H](C)\C=C/S(=O)(=O)C)F